N[C@H](C(=O)NN(CCC(=O)N)C(C(F)Cl)=O)CC(C)C 3-[[[(2S)-2-amino-4-methyl-pentanoyl]amino]-(2-chloro-2-fluoro-acetyl)amino]propionamide